1-(4-(4-(azetidin-3-ylamino)-2-chlorobenzoyl)piperazin-1-yl)ethanone hydrochloride Cl.N1CC(C1)NC1=CC(=C(C(=O)N2CCN(CC2)C(C)=O)C=C1)Cl